N(=[N+]=[N-])C(CC[C@H](N)C(=O)O)N 5-Azido-ornithine